1-(4-(hydroxymethyl)phenyl-3,3-dimethylbutyl)benzamide OCC1=CC=C(C=C1)C(CC(C)(C)C)C1(C(=O)N)CC=CC=C1